N-(2-methoxyethyl)-N-phenylglycine COCCN(CC(=O)O)C1=CC=CC=C1